methyl (S)-2-(3-((tert-Butoxycarbonyl) amino)-2-methylpropyloxy)-5-fluorobenzoate C(C)(C)(C)OC(=O)NC[C@@H](COC1=C(C(=O)OC)C=C(C=C1)F)C